methyl (2R,3S,3aS,6aR)-3-(methylsulfonamido)-2-((((1s,4S)-4-phenylcyclohexyl)oxy)methyl)hexahydrocyclopenta[b]pyrrole-1(2H)-carboxylate CS(=O)(=O)N[C@H]1[C@@H]2[C@H](N([C@H]1COC1CCC(CC1)C1=CC=CC=C1)C(=O)OC)CCC2